1-(5-Nitropyridin-2-yl)-N-(m-tolyl)-1H-indol-5-amine [N+](=O)([O-])C=1C=CC(=NC1)N1C=CC2=CC(=CC=C12)NC=1C=C(C=CC1)C